ethyl (S)-2-(tert-butoxy)-2-(7-(4-chlorophenyl)-5-methyl-2-(1-methyl-3-(piperazin-1-yl)-1H-pyrazolo[4,3-b]pyridin-5-yl)benzo[d]thiazol-6-yl)acetate C(C)(C)(C)O[C@H](C(=O)OCC)C1=C(C2=C(N=C(S2)C2=CC=C3C(=N2)C(=NN3C)N3CCNCC3)C=C1C)C1=CC=C(C=C1)Cl